NC1=NC(=C(C=C1C=1C=C2CCNC(C2=CC1)=O)C1=CC=C(C=C1)S(=O)(=O)N1CCN(CCC1)C)F 6-(2-amino-6-fluoro-5-(4-((4-methyl-1,4-diazepan-1-yl)sulfonyl)phenyl)pyridin-3-yl)-3,4-dihydroisoquinolin-1(2H)-one